1-{2-fluoro-4-[5-(4-isobutylphenyl)-1,2,4-oxadiazole-3-yl]benzyl}-3-azetidinecarboxylic acid FC1=C(CN2CC(C2)C(=O)O)C=CC(=C1)C1=NOC(=N1)C1=CC=C(C=C1)CC(C)C